CN(C1=NC(=CC=C1)N)C N,N-Dimethyl-2,6-Pyridinediamine